lithium hydrochloride salt Cl.[Li]